C(\C=C\C(=O)O)(=O)O.OC(C[N+](C)(C)C)CC([O-])=O carnitine fumarate